C1(=CC=CC=C1)S(=O)(=O)N1C=CC=2C1=NC=C1C2N(C(=N1)C=1SC=CC1)C=1C=NN(C1)C1(CNC1)CC#N 2-(3-(4-(6-(Phenylsulfonyl)-2-(thiophen-2-yl)imidazo[4,5-d]pyrrolo[2,3-b]pyridin-1(6H)-yl)-1H-pyrazol-1-yl)azetidin-3-yl)acetonitrile